2-(3,4-Dimethoxyphenyl)-9-ethyl-7-(1-methylpiperidin-4-yl)-4H-pyrido[1,2-a]pyrimidin-4-one COC=1C=C(C=CC1OC)C=1N=C2N(C(C1)=O)C=C(C=C2CC)C2CCN(CC2)C